(2S,4S)-4-(3-Fluoro-benzyl)-pyrrolidine FC=1C=C(C[C@H]2CCNC2)C=CC1